C(C)(C)(C)C1CC(C1)C1=CC(=C(C=C1F)N1C(C=CC2=CC(=CC=C12)S(=O)(=O)NC1=NOC=C1)=O)OC (P)-1-(4-(3-(TERT-BUTYL)CYCLOBUTYL)-5-FLUORO-2-METHOXYPHENYL)-N-(ISOXAZOL-3-YL)-2-OXO-1,2-DIHYDROQUINOLINE-6-SULFONAMIDE